C1(CCC1)N1C[C@@H](CC1)NC1=C2C(=NC=3C=C(C(=CC13)OC)OC)CCC2 (3R)-1-cyclobutyl-N-{6,7-dimethoxy-1H,2H,3H-cyclopenta[b]quinolin-9-yl}pyrrolidin-3-amine